4-ethoxy-6-(1-(7-((2-methyl-1H-imidazol-1-yl)methyl)-1-oxo-5-(4,4,5,5-tetra-methyl-1,3,2-dioxaborolan-2-yl)-3,4-dihydroisoquinolin-2(1H)-yl)ethyl)nicotinonitrile C(C)OC1=CC(=NC=C1C#N)C(C)N1C(C2=CC(=CC(=C2CC1)B1OC(C(O1)(C)C)(C)C)CN1C(=NC=C1)C)=O